Ethyl-(3-aminopropyl)ether C(C)OCCCN